COC(=O)C1=CC2=CN(N=C2C=C1OC)C1CCC(CC1)NC(=O)OC(C)(C)C 2-((1R,4r)-4-((tert-Butoxycarbonyl)amino)cyclohexyl)-6-methoxy-2H-indazole-5-carboxylic acid methyl ester